(2S)-2-((tert-butyloxycarbonyl)amino)-4-(2-methyl-2-nitropropyl)glutaric acid dimethyl ester COC([C@H](CC(C(=O)OC)CC(C)([N+](=O)[O-])C)NC(=O)OC(C)(C)C)=O